(R)-(4-(6-(([1,1'-biphenyl]-4-ylmethyl)amino)-9-isopropyl-9H-purin-2-yl)piperazin-2-yl)methanol C1(=CC=C(C=C1)CNC1=C2N=CN(C2=NC(=N1)N1C[C@@H](NCC1)CO)C(C)C)C1=CC=CC=C1